(1R,2R,5S)-N-((R)-(4-chloro-2,5-difluorophenyl)(cyclopropyl)methyl)-3-(3-sulfamoylbenzoyl)-3-azabicyclo[3.1.0]hexane-2-carboxamide ClC1=CC(=C(C=C1F)[C@H](NC(=O)[C@H]1[C@@H]2C[C@@H]2CN1C(C1=CC(=CC=C1)S(N)(=O)=O)=O)C1CC1)F